COC1=CC(=C(C(=O)OC)C=C1OCCCN(C(C#C)=O)C(CC1=C(C=CC=C1)OC)=O)NC(C#C)=O methyl 4-methoxy-5-(3-(N-(2-(2-methoxyphenyl)acetyl) propiolamido)propoxy)-2-propiolamidobenzoate